C(C#C)(=O)OC(C1=C(C(=C(C(=C1)OC)OC)OC)N)=O 2-amino-3,4,5-trimethoxybenzoic acid propiolic anhydride